C(C)N([Si](O[Si](O[SiH](C)C)(O[SiH](C)C)O[SiH](C)C)(C)C)CC 1-diethylamino-3,3-bis(dimethylsiloxy)-1,1,5,5-tetramethyltrisiloxane